2-[2-chloro-6-ethoxy-4-[(3-methyl-5-oxo-1-phenylpyrazol-4-ylidene)methyl]phenoxy]acetic acid methyl ester COC(COC1=C(C=C(C=C1OCC)C=C1C(=NN(C1=O)C1=CC=CC=C1)C)Cl)=O